OC1CCN(CC1)C1=CC=C(C=N1)C(=O)NC1=NN(C(=C1)C1=NC2=C(N1)C=CC(=C2)C(F)(F)F)CC2=CC=C(C=C2)OC 6-(4-hydroxy-1-piperidyl)-N-[1-[(4-methoxyphenyl)methyl]-5-[5-(trifluoromethyl)-1H-benzimidazol-2-yl]pyrazol-3-yl]pyridine-3-carboxamide